CN1C(=N\C(\C=C1C)=C/C=1SC2=C([N+]1C)C=CC(=C2)C(NCCC[N+](C)(C)C)=O)CCCC[N+](C)(C)C (Z)-2-((1,6-dimethyl-2-(4-(trimethylammonio)butyl)pyrimidin-4(1H)-ylidene)methyl)-3-methyl-6-((3-(trimethylammonio)propyl)carbamoyl)benzo[d]thiazol-3-ium